2'-(dicyclohexylphosphino)acetophenone ethylene ketal C1COC(C)(C2=C(C=CC=C2)P(C2CCCCC2)C2CCCCC2)O1